OC1=C(C(=N)N)C=CC=C1 hydroxybenzoamidine